OC=C1C(N(CCC1=O)C1=CC=CC=C1)=O 3-(hydroxymethylene)-N-phenylpiperidine-2,4-dione